FC1CNCC1 3-fluorotetrahydropyrrole